ClC1=NC=2CC(NC(C2C=C1)=O)C(C)C 2-chloro-7-(propan-2-yl)-5,6,7,8-tetrahydro-1,6-naphthyridin-5-one